ClC1=C(C(=CC=C1)F)N1C=2N(C3=C(C1=O)C=NC(=N3)NC3=NN1C(CN(CC1)C)=C3)CCN2 6-(2-chloro-6-fluorophenyl)-2-((5-methyl-4,5,6,7-tetrahydropyrazolo[1,5-a]pyrazin-2-yl)amino)-8,9-dihydroimidazo[1,2-a]pyrimido[5,4-e]pyrimidin-5(6H)-one